methyl 2-(1-(6-(tert-butoxy)-6-oxohexyl)-6-(2-((tert-butoxycarbonyl)amino)pyridin-3-yl)-1H-pyrrolo[2,3-b]pyridin-2-yl)-7-methoxy-1-methyl-1H-benzo[d]imidazole-5-carboxylate C(C)(C)(C)OC(CCCCCN1C(=CC=2C1=NC(=CC2)C=2C(=NC=CC2)NC(=O)OC(C)(C)C)C2=NC1=C(N2C)C(=CC(=C1)C(=O)OC)OC)=O